N1=CC(=CC=C1)C=1C=C(C=C(C1)C=1C=NC=CC1)C1=CC=C(C=N1)B(O)O (6-(3,5-bis(pyridin-3-yl)phenyl)pyridin-3-yl)boronic acid